5-(1-Methyl-1H-pyrazol-3-yl)-N-(1H-pyrazol-4-yl)-6-[4-(trifluoromethyl)phenoxy]pyridine-3-carboxamide CN1N=C(C=C1)C=1C=C(C=NC1OC1=CC=C(C=C1)C(F)(F)F)C(=O)NC=1C=NNC1